(6-ethoxy-5-((3-phenylbutyl)carbamoyl)pyridin-3-yl)boronic acid C(C)OC1=C(C=C(C=N1)B(O)O)C(NCCC(C)C1=CC=CC=C1)=O